1-ethoxy-1-methoxy-ethane C(C)OC(C)OC